(S)-tert-butyl 4-(6-aminopyridin-3-yl)-2-methylpiperazine-1-carboxylate NC1=CC=C(C=N1)N1C[C@@H](N(CC1)C(=O)OC(C)(C)C)C